5-(benzylthio)-3-chloro-2-fluoropyridine C(C1=CC=CC=C1)SC=1C=C(C(=NC1)F)Cl